4-[dichloro(n-butyl)silyl]butanenitrile Cl[Si](CCCC#N)(CCCC)Cl